N1[C@@H](CC1)C(=O)N([C@H](C(=O)N(CC(=O)OC(C)(C)C)C)CC1=CC=C(C=C1)C)CC tert-Butyl 2-[[(2S)-2-[[(2S)-azetidine-2-carbonyl]-ethyl-amino]-3-(p-tolyl)propanoyl]-methyl-amino]acetate